ClC1=C2CC(CC2=CC=C1)NCCCC1CN(C(O1)=O)C=1C=CC=2OCC(NC2N1)=O 6-[5-[3-[(4-chloro-2,3-dihydro-1H-inden-2-yl)amino]propyl]-2-oxo-1,3-oxazolidin-3-yl]-4H-pyrido[3,2-b][1,4]oxazin-3-one